OP(O)OP(O)O.C(C)(C)(C)C1=C(C(=CC(=C1)C)C(C)(C)C)C(O)(C(CO)(CO)CO)C1=C(C=C(C=C1)C(C)(C)C)C(C)(C)C 2,6-di-tert-butyl-4-methylphenyl-2,4-di-tert-butylphenyl-pentaerythritol diphosphite